4-((2-hydroxy-2-methylpropyl)(3-(trifluoromethyl)benzyl)amino)piperidine-1-carboxylic acid tert-butyl ester C(C)(C)(C)OC(=O)N1CCC(CC1)N(CC1=CC(=CC=C1)C(F)(F)F)CC(C)(C)O